2-(difluoromethyl)-N-(3-ethyl-1,1-dimethyl-indan-4-yl)pyridin-3-carboxamide FC(C1=NC=CC=C1C(=O)NC1=C2C(CC(C2=CC=C1)(C)C)CC)F